6-[2-(4-Cyano-naphthalen-1-yl)-ethylamino]-pyrimidin C(#N)C1=CC=C(C2=CC=CC=C12)CCNC1=CC=NC=N1